[Cu].NCCC1=CC(O)=C(O)C=C1 dopamine copper